(R)-N-(5-(5-ethylisoxazol-3-yl)-2,3-dihydro-1H-inden-1-yl)-1-methyl-1H-pyrazole-5-carboxamide C(C)C1=CC(=NO1)C=1C=C2CC[C@H](C2=CC1)NC(=O)C1=CC=NN1C